COC(C1=C(C(=C(C=C1O)C)F)O[C@@H](CO[Si](C1=CC=CC=C1)(C1=CC=CC=C1)C(C)(C)C)C)=O.BrC=1C=C2C(=C(C=NC2=CC1)C(=O)NC1CC1)NC1=CC=CC=C1 6-bromo-N-cyclopropyl-4-(phenylamino)quinoline-3-carboxamide Methyl-(R)-2-((1-((tert-butyldiphenylsilyl)oxy)propan-2-yl)oxy)-3-fluoro-6-hydroxy-4-methylbenzoate